(5S)-5-[2-[6-bromo-4-(difluoromethyl)-7-methyl-indazol-2-yl]-3-ethoxy-3-keto-propionyl]-2,2-dimethyl-pyrrolidine-1-carboxylic acid tert-butyl ester C(C)(C)(C)OC(=O)N1C(CC[C@H]1C(C(C(=O)OCC)N1N=C2C(=C(C=C(C2=C1)C(F)F)Br)C)=O)(C)C